Cl.O1COC2=CC3=C(N=C(N3)CCN)C=C21 2-(5H-[1,3]dioxolo[4',5':4,5]benzo[1,2-d]imidazol-6-yl)ethan-1-amine hydrochloride